CC(N)(C1=CC=C(C=C1)C(=O)O)C(=O)O alpha-methyl-4-carboxyphenylglycine